COC=1C=CC2=C(C1)CO[C@@H]1[C@H]2NCCC1 |r| (Rac)-(4aS,10bS)-8-methoxy-2,3,4,4a,6,10b-hexahydro-1H-isochromeno[4,3-b]pyridine